C(C(C)C)N(C(C(=O)OCC(F)(F)F)=O)C(C)C1=CC=CC=C1 2,2,2-trifluoroethyl 2-[isobutyl (1-phenylethyl)amino]-2-oxo-acetate